N-Cyanomethyl-2-chloroisonicotinamide C(#N)CNC(C1=CC(=NC=C1)Cl)=O